(R)-N-(4-cyclobutyl-5-(4-fluorophenyl)-1-(2,2,2-trifluoroethyl)-1H-pyrazol-3-yl)-2-(1-(trifluoromethyl)cyclopropyl)propanamide C1(CCC1)C=1C(=NN(C1C1=CC=C(C=C1)F)CC(F)(F)F)NC([C@H](C)C1(CC1)C(F)(F)F)=O